[3-cyano-4-(4-cyclopropylimidazol-1-yl)phenyl]boronic acid C(#N)C=1C=C(C=CC1N1C=NC(=C1)C1CC1)B(O)O